OCCO[C@H]1CN(CC1)C(=O)OC(C)(C)C Tert-butyl (3R)-3-(2-hydroxyethoxy)pyrrolidine-1-carboxylate